1-(2-aminoethylamino)-3-chloro-2-propanol NCCNCC(CCl)O